C(CCC)(=O)OC[C@H]1O[C@@]([C@@H]([C@@H]1O)O)(C#N)C1=CC=C2C(=NC=NN21)N ((2R,3S,4R,5R)-5-(4-aminopyrrolo[2,1-f][1,2,4]triazin-7-yl)-5-cyano-3,4-dihydroxytetrahydrofuran-2-yl)methyl butyrate